C1(CC1)C=1N=NN(C1)[C@H](C(=O)N1[C@@H](C[C@H](C1)O)C(=O)NC(C(N1CCCC1)=O)(C)C)C(C)(C)C (2S,4R)-1-[(2S)-2-(4-cyclopropyltriazol-1-yl)-3,3-dimethyl-butanoyl]-N-(1,1-dimethyl-2-oxo-2-pyrrolidin-1-yl-ethyl)-4-hydroxy-pyrrolidine-2-carboxamide